P(=O)(O)(O)OC[C@@H](N)C(=O)O O-Phospho-D-Serine